tert-Butyl 3-cyano-2,5-dimethyl-4-oxo-piperidine-1-carboxylate C(#N)C1C(N(CC(C1=O)C)C(=O)OC(C)(C)C)C